Cl.CC1=CC=C(C=C1)OC(=O)N1CC2=CC(=CC=C2CC1)C(=O)N1CC2=CC=CC=C2C[C@H]1CN1CCOCC1 7-[(3S)-3-(morpholin-4-ylmethyl)-1,2,3,4-tetrahydroisoquinoline-2-carbonyl]-1,2,3,4-tetrahydroisoquinoline-2-carboxylic acid 4-methylphenyl ester hydrochloride